N-(3-Hydroxypropyl)-methacrylamide OCCCNC(C(=C)C)=O